C(C)(C)(C)OC(=O)N1CC(C(CC1)F)N tert-butyl-3-amino-4-fluoropiperidine-1-carboxylate